Cl.ClC1=C(C=CC(=C1)Cl)C=1CCCC2=C(C1C1=CC(=C(C(=C1)C)C=C1CN(C1)CCCF)C)C=CC(=C2)C(=O)O 8-(2,4-dichlorophenyl)-9-(4-((1-(3-fluoropropyl)azetidin-3-ylidene)methyl)-3,5-dimethylphenyl)-6,7-dihydro-5H-benzo[7]annulene-3-carboxylic acid hydrochloride